CC1=CC=2C(=[N+](C=CC2)[O-])S1 2-methylthieno[2,3-b]pyridine 7-oxide